3,4,6-Tri-O-benzyl-beta-D-mannopyranose-1,2-(methyl orthoacetate) CC1(O[C@H]2[C@H]([C@@H]([C@H](O[C@H]2O1)COCC3=CC=CC=C3)OCC4=CC=CC=C4)OCC5=CC=CC=C5)OC